((2S,4R)-4-(2-(tosyloxy) ethoxy) pyrrolidin-2-yl) methylbenzoate CC1=C(C(=O)O[C@@H]2NC[C@@H](C2)OCCOS(=O)(=O)C2=CC=C(C)C=C2)C=CC=C1